N1N=C(C=C1)C(=O)N PYRAZOLAMIDE